CN1N=NC(=C1CNC1=NOC(=N1)C(C)CCC)C1=CC=C(C=N1)O[C@@H]1C[C@H](CCC1)C(=O)O (1S,3S)-3-((6-(1-methyl-5-(((5-(pentan-2-yl)-1,2,4-oxadiazol-3-yl)amino)methyl)-1H-1,2,3-triazol-4-yl)pyridin-3-yl)oxy)cyclohexane-1-carboxylic acid